N1CC2(C3=NC=CC=C31)CC(CCC2)C(=O)[O-] dihydrospiro[cyclohexane-1,3'-pyrrolo[3,2-b]pyridine]-3-carboxylate